ClC=1C=C2C=NN(C2=C(C1)C1=C2C(=NC(=C1C)N1CC3(CN(C3)C(C=C)=O)CC1)CC(OC2)(C)C)C 1-(6-(4-(5-chloro-1-methyl-1H-indazol-7-yl)-3,7,7-trimethyl-7,8-dihydro-5H-pyrano[4,3-b]pyridin-2-yl)-2,6-diazaspiro[3.4]octan-2-yl)-2-propen-1-one